4-(5-(2,6-dimethylphenoxy)-1-methyl-2-oxo-1,2-dihydropyridin-4-yl)-6-methyl-7-oxo-1-tosyl-6,7-dihydro-1H-pyrrolo[2,3-c]Pyridine-2-carbaldehyde CC1=C(OC=2C(=CC(N(C2)C)=O)C=2C3=C(C(N(C2)C)=O)N(C(=C3)C=O)S(=O)(=O)C3=CC=C(C)C=C3)C(=CC=C1)C